2-Amino-N-[1-(4-chloro-7-{3-[(methyl-amino)sulfonyl]pyrrolidin-1-yl}-2H-indazol-6-yl)ethyl]pyrazolo[1,5-a]-pyrimidine-3-carboxamide NC1=NN2C(N=CC=C2)=C1C(=O)NC(C)C=1C=C(C2=CNN=C2C1N1CC(CC1)S(=O)(=O)NC)Cl